C(C)OC(=O)C=1C(CC2N(C(CN3N=C4C(=CC=CC4=C32)OCC3=CC=CC=C3)C(C)(C)C)C1)=O 10-(benzyloxy)-6-(tert-butyl)-2-oxo-2,6,7,13c-tetrahydro-1H-pyrido[2',1':3,4]pyrazino[1,2-b]indazole-3-carboxylic acid ethyl ester